N'-(7-(1-(1-(2-fluorophenyl)-5-methyl-1H-1,2,3-triazol-4-yl)ethyl)-5-(2-(trifluoromethyl)pyrimidin-5-yl)-7H-pyrrolo[2,3-d]pyrimidin-4-yl)-N,N-dimethylformimidamide FC1=C(C=CC=C1)N1N=NC(=C1C)C(C)N1C=C(C2=C1N=CN=C2N=CN(C)C)C=2C=NC(=NC2)C(F)(F)F